(6-(2,2-Dimethylpyrrolidin-1-yl)-1-oxo-2,3-dihydro-1H-pyrrolo[3,4-c]pyridin-4-yl)methyl methanesulfonate CS(=O)(=O)OCC1=NC(=CC2=C1CNC2=O)N2C(CCC2)(C)C